sodium ethenethiolate C(=C)[S-].[Na+]